(8-(chloromethyl)-4-hydroxy-2-methyl-7,8-dihydro-6H-oxazolo[4,5-e]indol-6-yl)(5,6,7-trimethoxy-1H-indol-2-yl)methanone ClCC1CN(C2=CC(=C3C(=C12)N=C(O3)C)O)C(=O)C=3NC1=C(C(=C(C=C1C3)OC)OC)OC